iso-pentyl alcohol C(CC(C)C)O